4-fluoro-N-[(1R,3S)-3-{[2-(trifluoromethyl)quinolin-4-yl]amino}cyclohexyl]benzamide FC1=CC=C(C(=O)N[C@H]2C[C@H](CCC2)NC2=CC(=NC3=CC=CC=C23)C(F)(F)F)C=C1